1-(2-aminobutyl)-2-hydroxymethyl-5-benzyloxypyridin-4-one NC(CN1C(=CC(C(=C1)OCC1=CC=CC=C1)=O)CO)CC